NC(CCC1CC1)(C1=CC(=CC=C1)C#N)C=1C=CC(=C(C1)NC(=O)[C@@H]1N(CCC1)C(=O)NC1=NC=C(C=C1)Cl)F (R)-N2-(5-((+)-1-amino-1-(3-cyanophenyl)-3-cyclopropylpropyl)-2-fluorophenyl)-N1-(5-chloropyridin-2-yl)pyrrolidine-1,2-dicarboxamide